FC=1C=NC2=CC=CC(=C2C1)CCNC(=O)C=1N=COC1C1=CC(=C(C=C1)OC)I N-(2-(3-fluoroquinolin-5-yl)ethyl)-5-(3-iodo-4-methoxyphenyl)oxazole-4-carboxamide